N1C(=NC=2N=CNC2C1=O)/C(=C/C(=O)O)/C(=O)O Hypoxanthine-maleic acid